1-(4-((S)-3-(5-(trifluoromethyl)pyridin-2-yloxy)pyrrolidin-1-yl)biphenyl-3-yl)ethane-1,2-diol FC(C=1C=CC(=NC1)O[C@@H]1CN(CC1)C1=C(C=C(C=C1)C1=CC=CC=C1)C(CO)O)(F)F